C(=O)(OC(C)(C)C)C=1C(=NNC1)N Boc-aminopyrazole